[N+](=O)([O-])C1=CC=C(C(=O)OC2(CCCC3=CC=C(C=C23)S(=O)(=O)C)[C@H]2N3C(C4=CC=CC=C24)=CN=C3)C=C1 ((S)-5H-imidazo[5,1-a]isoindol-5-yl)-7-(methylsulfonyl)-1,2,3,4-tetrahydronaphthalen-1-yl 4-nitrobenzoate